NC1=C(C=CC=C1)NC1N(CCCC1)C1(CC=C(C=C1)CC=O)N(C)C 4-(((2-aminophenyl)amino)piperidin-1-yl)-2-(4-(dimethylamino)phenyl)ethan-1-one